CN1N=C(C2=NC=C(C=C21)C(=O)OC)C(F)(F)F methyl 1-methyl-3-(trifluoromethyl)-1H-pyrazolo[4,3-b]pyridine-6-carboxylate